(5-bromo-6-(1-methoxyethyl)pyridin-3-yl)boronic acid BrC=1C=C(C=NC1C(C)OC)B(O)O